1H-7-azaindole-5-carboxamide N1C=CC2=CC(=CN=C12)C(=O)N